N-[5-[[3-cyclopropyl-5-[(2-fluoro-2-methylpropyl)sulfamoyl]-7,8-dihydro-6H-cyclopenta[g]isoquinolin-7-yl]amino]pyridin-3-yl]acetamide C1(CC1)C=1N=CC2=CC3=C(C(=C2C1)S(NCC(C)(C)F)(=O)=O)CC(C3)NC=3C=C(C=NC3)NC(C)=O